4-bromo-3-chloro-N-methyl-2-nitro-5-(trifluoromethyl)aniline BrC1=C(C(=C(NC)C=C1C(F)(F)F)[N+](=O)[O-])Cl